C(#N)CCNC(C)CCCC N-(2-cyanoethyl)-N-(2-hexyl)-amine